C1(CC1)C=1C(=C2C=NNC2=CC1)CNC(=O)C=1SC(=CC1)C(F)F N-((5-cyclopropyl-1H-indazol-4-yl)methyl)-5-(difluoromethyl)-thiophene-2-carboxamide